C12CC3CC(CC(C1)C3)C2 Adamantane